Cl.FC1([C@@H](O[C@@H]([C@H]1O)CO)N1C(=O)N=C(N)C=C1)F 2',2'-difluoro-2'-deoxycytidine hydrochloride